O=C1NC(CCC1N1C(C2=CC=C(C=C2C1=O)NC(COCCOCCOCCI)=O)=O)=O N-(2-(2,6-dioxopiperidin-3-yl)-1,3-dioxoisoindolin-5-yl)-2-(2-(2-(2-iodoethoxy)ethoxy)ethoxy)acetamide